C1(CCCC1)N1C(C=CC2=C1N=CN=C2)=O 8-cyclopentyl-pyrido[2,3-d]pyrimidin-7(8H)-one